ClCC(COC1=CC=C(C=C1)S(=O)(=O)C1=CC=C(OCC(CO)O)C=C1)O 3-(4-((4-(3-chloro-2-hydroxypropoxy)phenyl)sulfonyl)phenoxy)propane-1,2-diol